C1NCCC12CCN(CC2)C(=O)C=2C1=C(N(N2)CC(=O)N2CCN(CC2)C2=C(C(=CC=C2)C)C)CCC1 2-[3-(2,8-diazaspiro[4.5]decane-8-carbonyl)-5,6-dihydrocyclopenta[c]pyrazol-1(4H)-yl]-1-[4-(2,3-dimethylphenyl)piperazin-1-yl]ethan-1-one